C(C=C)NC(=O)C=1N=C(N(C(C1O)=O)C)N(C)C(C1=CC=CC=C1)C1=CC=CC=C1 N-allyl-2-(benzhydryl(methyl)amino)-5-hydroxy-1-methyl-6-oxo-1,6-dihydropyrimidine-4-carboxamide